6-fluoro-4-oxo-1,4-dihydroquinoline-3-carboxamide FC=1C=C2C(C(=CNC2=CC1)C(=O)N)=O